N-(8-(methylamino)-5-(5-((tetrahydro-2H-pyran-4-yl)oxy)benzo[d]oxazol-2-yl)-2,7-naphthyridin-3-yl)cyclopropanecarboxamide CNC=1N=CC(=C2C=C(N=CC12)NC(=O)C1CC1)C=1OC2=C(N1)C=C(C=C2)OC2CCOCC2